CC1=CC=CC=2N(N=NC21)CN(CCO)CCO [{(methyl-1H-benzotriazol-1-yl)methyl}imino]bisethanol